4-(2-(3-cyclopropyl-1,2,4-oxadiazol-5-yl)-6,9-dioxo-5-(4-(trifluoromethyl)benzyl)-5,8-diazaspiro[3.5]nonan-8-yl)-3-fluorobenzonitrile C1(CC1)C1=NOC(=N1)C1CC2(C1)N(C(CN(C2=O)C2=C(C=C(C#N)C=C2)F)=O)CC2=CC=C(C=C2)C(F)(F)F